(-)-2-hydroxyglutarate OC(C(=O)[O-])CCC(=O)[O-]